S1C=C(C=C1)/C=C/C=1C=C([C@H]2[C@H](O)[C@H](O)[C@@H](CO)O2)N2N=CN=C(C12)N 7-((E)-2-(Thiophen-3-yl)vinyl)-4-aza-7,9-dideazaadenosine